3-(4-(3,6-diazabicyclo[3.1.1]heptan-3-yl)-5-fluoro-1-oxoisoindolin-2-yl)piperidine-2,6-dione C12CN(CC(N1)C2)C2=C1CN(C(C1=CC=C2F)=O)C2C(NC(CC2)=O)=O